C(C)OC([C@@H](NC(=O)OCCC)CCOS(=O)(=O)C)=O N-propoxyformyl-O-methanesulfonyl-L-homoserine ethyl ester